CC1=NC=C(C=C1NS(=O)(=O)C)C=1C=C2C(=NC=NC2=CC1)NC(C)C1=CC=CC=C1 N-[2-methyl-5-[4-(1-phenylethylamino)quinazolin-6-yl]-3-pyridyl]methanesulfonamide